(E,E)-9,11-Tetradecadienyl acetate C(C)(=O)OCCCCCCCC\C=C\C=C\CC